(1R)-4-ethyl-1-((6-(methylamino)-6,7-dihydro-5H-pyrazolo[5,1-b][1,3]oxazin-3-yl)ethynyl)-N-(1-methylcyclopropyl)-5-oxo-1,2,4,5-tetrahydroimidazo[1,2-a]quinazoline-7-sulfonamide C(C)N1C=2N(C3=CC=C(C=C3C1=O)S(=O)(=O)NC1(CC1)C)[C@@H](CN2)C#CC=2C=NN1C2OCC(C1)NC